CS(=O)(=O)CCC1=CC=C2C=C(NC2=C1)C 6-(2-methylsulfonylethyl)-2-methyl-1H-indole